(S)-4-(4-(1-((5-(2,4-difluorophenoxy)pyridin-2-yl)amino)-1-oxopropan-2-yl)-2,2-dimethylpiperazine-1-carbonyl)pyridine 1-oxide FC1=C(OC=2C=CC(=NC2)NC([C@H](C)N2CC(N(CC2)C(=O)C2=CC=[N+](C=C2)[O-])(C)C)=O)C=CC(=C1)F